(S)-1-(2-(3,4-dimethoxyphenyl)-2-hydroxyethyl)-3-hydroxy-2-methylpyridine COC=1C=C(C=CC1OC)C(CN1[C@H](C(=CC=C1)O)C)O